COC1=CC=C(C(=N1)C(CO)(C)C)[N+](=O)[O-] 2-(6-Methoxy-3-nitropyridin-2-yl)-2-methylpropan-1-ol